3-(((1-(tert-butoxycarbonyl)-1H-indol-4-yl)methyl)(4-(3,4-dichlorophenyl)-5-isobutylthiazol-2-yl)amino)propionic acid C(C)(C)(C)OC(=O)N1C=CC2=C(C=CC=C12)CN(CCC(=O)O)C=1SC(=C(N1)C1=CC(=C(C=C1)Cl)Cl)CC(C)C